COCCCC1=NC(=NO1)NCC1=C(N=NN1C)C1=CC=C(C(=N1)C)O[C@@H]1C[C@H](CCC1)C(=O)O (1S,3S)-3-((6-(5-(((5-(3-methoxy-propyl)-1,2,4-oxadiazol-3-yl)amino)methyl)-1-methyl-1H-1,2,3-triazol-4-yl)-2-methylpyridin-3-yl)oxy)cyclohexane-1-carboxylic acid